CC1=C(C=CC(=C1)C)SC=1C=NC=CC1C(NO)=N 3-[(2,4-dimethylphenyl)sulfanyl]-N-hydroxypyridine-4-carboximidamide